CNC(CC)=O (methylamino)-1-oxopropan